2-chloro-6-((trimethylsilyl)ethynyl)benzaldehyde ClC1=C(C=O)C(=CC=C1)C#C[Si](C)(C)C